ClC=1C=C(CN2C[C@@H](N(C[C@@H]2C)C2=CC(N(C=3C=CC(=NC23)C#N)C)=O)C)C=CC1OC(F)(F)F |&1:10| 8-((2S,SR)-4-(3-chloro-4-(trifluoromethoxy)benzyl)-2,5-dimethylpiperazin-1-yl)-5-methyl-6-oxo-5,6-dihydro-1,5-naphthyridine-2-carbonitrile